C(C)(C)(C)OC(CCCCN(CC(CCCCCC(=O)OC(CCCCCCCC)CCCCCCCC)O)CC(CCCC(OCCCCCCCCCCC)=O)O)=O heptadec-9-yl 8-((5-(tert-butoxy)-5-oxopentyl) (2-hydroxy-6-oxo-6-(undecyloxy) hexyl) amino)-7-hydroxyoctanoate